C(C)(C)(C)OC(=O)N1CC2=C(CC1)N(C(=N2)C(NC=2C(=C(C=CC2)C2=C(C(=CC=C2)C=2OC1=C(N2)C=C(C=C1C#N)C=O)C)Cl)=O)C 2-(2-chloro-3'-(7-cyano-5-formylbenzo[d]oxazol-2-yl)-2'-methylbiphenyl-3-ylcarbamoyl)-1-methyl-6,7-dihydro-1H-imidazo[4,5-c]pyridine-5(4H)-carboxylic acid tert-butyl ester